C(#N)C1=CC(=NC=C1)N1C=C(C2=C1N=CN=C2N2[C@H](CN(CC2)C(=O)OC(C)(C)C)C)N(CCOC)CC tert-butyl (S)-4-(7-(4-cyanopyridin-2-yl)-5-(ethyl(2-methoxyethyl)amino)-7H-pyrrolo[2,3-d]pyrimidin-4-yl)-3-methylpiperazine-1-carboxylate